tert-butyl 1-[[methyl-(2,2,2-trifluoroacetyl)amino]methyl]-3-trityl-3,8-diazabicyclo[3.2.1]octane-8-carboxylate CN(C(C(F)(F)F)=O)CC12CN(CC(CC1)N2C(=O)OC(C)(C)C)C(C2=CC=CC=C2)(C2=CC=CC=C2)C2=CC=CC=C2